N[C@@H]1CN(CC[C@H]1F)C=1N(C=2C(=NC(=CC2)C(F)(F)F)N1)CC1=NC=C(C#N)C=C1 6-((2-((3R,4R)-3-Amino-4-fluoropiperidin-1-yl)-5-(trifluoromethyl)-1H-imidazo[4,5-b]pyridin-1-yl)methyl)nicotinonitril